1-((R)-3-(3-((2-((3S,4R)-3-fluoro-4-methoxypiperidin-1-yl)pyrimidin-4-yl)amino)-5-isopropyl-8-(3-((methylsulfonyl)methyl)azetidin-1-yl)isoquinolin-6-yl)pyrrolidin-1-yl)but-2-yn-1-one F[C@H]1CN(CC[C@H]1OC)C1=NC=CC(=N1)NC=1N=CC2=C(C=C(C(=C2C1)C(C)C)[C@@H]1CN(CC1)C(C#CC)=O)N1CC(C1)CS(=O)(=O)C